BrC=1C(=C(C=CC1)CNC(=O)[C@H]1N(C[C@@H](C1)O)C([C@H](C(C)(C)C)N1N=NC(=C1)C1CC1)=O)OC(F)F (2S,4r)-N-[[3-bromo-2-(difluoromethoxy)phenyl]methyl]-1-[(2S)-2-(4-cyclopropyltriazol-1-yl)-3,3-dimethyl-butyryl]-4-hydroxy-pyrrolidine-2-carboxamide